BrCCCCCCCCCCCCCCCCCN(C)C bromohexadecyl-triMethylamine